C(C)(C)N1N=CC(=C1)C1=CC(=NC=C1)N(C(=O)[C@@H]1CC[C@H](CC1)NC(OCCOC)=O)CC12CCC(CC1)(CC2)C2=CC(=C(C=C2)OC)C (trans)-2-Methoxyethyl (4-((4-(1-isopropyl-1H-pyrazol-4-yl)pyridin-2-yl)((4-(4-methoxy-3-methylphenyl)bicyclo[2.2.2]octan-1-yl)methyl)carbamoyl)cyclohexyl)carbamate